C1(CC1)S(=O)(=O)NC1=NC=CC(=C1F)CO [2-(cyclopropylsulfonylamino)-3-fluoro-4-pyridyl]methanol